1,3-Difluoropropan-2-yl 5-methyl-2-((pyrazolo[1,5-a]pyrimidine-3-carboxamido)methyl)-benzofuran-7-carboxylate CC=1C=C(C2=C(C=C(O2)CNC(=O)C=2C=NN3C2N=CC=C3)C1)C(=O)OC(CF)CF